(methylsulfonyl)-1H-pyrrole CS(=O)(=O)N1C=CC=C1